C(C1=CC=CC=C1)(=O)O[C@@H](CC#CC=1C=C(NC1)C=O)COC(C1=CC=CC=C1)=O (S)-4-(4,5-dibenzoyloxy-pent-1-yn-1-yl)-1H-pyrrole-2-carbaldehyde